N1=CC(=C2COCCN21)C2=CN1C(S2)=C(C=N1)C(=O)NC=1C=C(C=NC1C)NC(OC(C)(C)C)=O tert-butyl (5-(2-(6,7-dihydro-4H-pyrazolo[5,1-c][1,4]oxazin-3-yl)pyrazolo[5,1-b]thiazole-7-carboxamido)-6-methylpyridin-3-yl)carbamate